O=S1(NC2(CN(C2)C(=O)N2CC3(C2)CC(C3)CC3=NC=C(C=C3)OC(F)(F)F)COC1)=O (6,6-dioxo-8-oxa-6lambda6-thia-2,5-diazaspiro[3.5]nonan-2-yl)-[6-[[5-(trifluoromethoxy)-2-pyridyl]methyl]-2-azaspiro[3.3]heptan-2-yl]methanone